FC1=C(C=CC2=C1SC1=C2C=CC(=C1F)C(F)(F)F)C1=CCC(CC1)CCC 4,6-difluoro-3-(4-propyl-cyclohex-1-enyl)-7-trifluoromethyl-dibenzothiophene